[N+](=O)([O-])C1=CC(=NC=C1)C(=O)N1CC2(CC1)C(NC(CC2)=O)=O 2-(4-Nitropyridineformyl)-2,7-diazaspiro[4.5]decane-6,8-dione